5-((4-(4-(2,6-difluorobenzyl)-5-oxo-4,5-dihydro-1H-1,2,4-triazol-1-yl)phenyl)amino)thiazole-4-carboxylate FC1=C(CN2C=NN(C2=O)C2=CC=C(C=C2)NC2=C(N=CS2)C(=O)[O-])C(=CC=C1)F